N-[5-(1-ethylpiperidin-4-yl)pyridin-2-yl]-5-fluoropyrimidin-2-amine C(C)N1CCC(CC1)C=1C=CC(=NC1)NC1=NC=C(C=N1)F